acetophenone (Z)-3-hexen-1-yl-formate C(C\C=C/CC)C(=O)O.C(C)(=O)C1=CC=CC=C1